[Mn].[Cu].[Fe] IRON-COPPER-MANGANESE